2-(1'-acryl-1',2',5',6'-tetrahydro-[2,3'-bipyridin]-5-yl)-N-(5-cyclopropyl-1H-pyrazol-3-yl)-2,2-difluoroacetamide C(=O)(C=C)N1CC(=CCC1)C1=NC=C(C=C1)C(C(=O)NC1=NNC(=C1)C1CC1)(F)F